(3-methyloxiran-2-yl)methyl 2-methacrylate CC1C(O1)COC(=O)C(=C)C